tert-Butyl 4-((3-hydroxypropyl)amino)butanoate OCCCNCCCC(=O)OC(C)(C)C